N-(4-(4-amino-7-cyano-1-(2-fluoroethyl)-3-(4-((4-methylpyrimidin-2-yl)oxy)phenyl)-1H-pyrrolo[3,2-c]pyridin-2-yl)-3-chlorophenyl)methacrylamide NC1=NC=C(C2=C1C(=C(N2CCF)C2=C(C=C(C=C2)NC(C(=C)C)=O)Cl)C2=CC=C(C=C2)OC2=NC=CC(=N2)C)C#N